CC=1C(=C(C=C(C1)C(F)(F)F)O)C1=CC2=C(N=N1)N(CC2)[C@H]2CN(CCC2)C 3-methyl-2-{7-[(3R)-1-methylpiperidin-3-yl]-6,7-dihydro-5H-pyrrolo[2,3-c]pyridazin-3-yl}-5-(trifluoromethyl)phenol